FC=1C=CC(=C2C=C(N(C12)CCNC1=NC=NC(=C1)C1=CC(=C(C=C1)C1=NN=NN1)OC)C)OC [2-(7-Fluoro-4-methoxy-2-methyl-indol-1-yl)-ethyl]-{6-[3-methoxy-4-(1H-tetrazol-5-yl)-phenyl]-pyrimidin-4-yl}-amine